N-(2-((1S,3S,5S)-3-Cyano-2-azabicyclo[3.1.0]hexan-2-yl)-2-oxoethyl)-6-(2,2,2-trifluoroethoxy)quinoline-4-carboxamide C(#N)[C@H]1N([C@H]2C[C@H]2C1)C(CNC(=O)C1=CC=NC2=CC=C(C=C12)OCC(F)(F)F)=O